COC=1C=C2CC(C(C2=CC1OC)=O)CNCCCCCCNC=1C2=CC=CC=C2N=C2CCCCC12 5,6-Dimethoxy-2-{[6-(1,2,3,4-tetrahydro-acridin-9-ylamino)-hexylamino]-methyl}-indan-1-one